(R)-3-(4-((1s,4S)-4-(4-(4-(3-amino-6-(5-fluoro-2-hydroxyphenyl)pyridazin-4-yl)-1H-pyrazol-1-yl)piperidin-1-yl)cyclohexyl)indolin-1-yl)piperidine-2,6-dione NC=1N=NC(=CC1C=1C=NN(C1)C1CCN(CC1)C1CCC(CC1)C1=C2CCN(C2=CC=C1)[C@H]1C(NC(CC1)=O)=O)C1=C(C=CC(=C1)F)O